FC=1C=C2C(=C(NC2=C(C1)F)C1=CC=C(C=C1)F)CCCC(=O)O 4-[5,7-difluoro-2-(4-fluorophenyl)-1H-indol-3-yl]butanoic acid